C(C1=CC=CC=C1)C=1C=C(C=NC1)NC(=O)C1C2C(CN(C1)C(CC1=CNC3=CC(=CC=C13)Cl)=O)CN(C2)C(C2=CC(=C(C=C2)OC(C)C)OC)=O N-(5-benzylpyridin-3-yl)-5-(2-(6-chloro-1H-indol-3-yl)acetyl)-2-(4-isopropoxy-3-methoxybenzoyl)octahydro-1H-pyrrolo[3,4-c]pyridine-7-carboxamide